4-(1-(5-(3-fluoro-5-(trifluoromethyl)phenyl)-1-(4-(trifluoromethyl)benzyl)-1H-indole-7-carboxamido)cyclopropyl)benzoic acid FC=1C=C(C=C(C1)C(F)(F)F)C=1C=C2C=CN(C2=C(C1)C(=O)NC1(CC1)C1=CC=C(C(=O)O)C=C1)CC1=CC=C(C=C1)C(F)(F)F